BrC1=CC=C(C=N1)N1N=CC=C1 6-bromo-3-(1H-pyrazol-1-yl)pyridin